COC1=CC=C(C(=N1)C)N1CN(C2=CC(=CC=C2C1=O)C(F)(F)F)[C@@H]1[C@H](COCC1)C |r| trans-rac-3-(6-methoxy-2-methylpyridin-3-yl)-1-((3R,4S)-3-methyltetrahydro-2H-pyran-4-yl)-7-(trifluoromethyl)-2,3-dihydroquinazolin-4(1H)-one